BrC=1C=NC2=CC=NC(=C2C1)O[C@@H]1CC[C@H](CC1)C(F)(F)F 3-Bromo-5-((trans-4-(trifluoromethyl)cyclohexyl)oxy)-1,6-naphthyridine